BrC=1N=C(C2=C(N1)C=CC(=N2)Cl)NC2=CC(=C(C=C2)OC2=CC1=C(N(C=N1)C)C=C2)C bromo-6-chloro-N-{3-methyl-4-[(1-methyl-1,3-benzodiazol-5-yl)oxy]phenyl}pyrido[3,2-d]pyrimidin-4-amine